C(C1=CC=CC=C1)N1CCN(CC1)C1=CC2=C(N=C(N=C2N[C@H](C)C2=C(C(=CC=C2)C(F)(F)F)F)C)N=C1OC (R)-6-(4-benzylpiperazin-1-yl)-N-(1-(2-fluoro-3-(trifluoromethyl)phenyl)ethyl)-7-methoxy-2-methylpyrido[2,3-d]pyrimidin-4-amine